ClC1=CN(C(C2=CC(=CC=C12)C(F)(F)F)=O)[C@H](C(=O)N[C@@H](C[C@H]1C(NCC1)=O)C#N)CC(C)C (S)-2-(4-chloro-1-oxo-7-(trifluoromethyl)isoquinolin-2(1H)-yl)-N-((S)-1-cyano-2-((S)-2-oxopyrrolidin-3-yl)ethyl)-4-methylpentanamide